3-(9H-carbazol-9-yl)thiophenol C1=CC=CC=2C3=CC=CC=C3N(C12)C=1C=C(C=CC1)S